C(CCC(=O)O)(=O)O.C(C=C)(=O)OC(O)C(CO)(COCC(CO)(CO)CO)CO acryloxydipentaerythritol mono-succinate